P(=S)([S-])([O-])[O-] dithiophosphat